FC1(C(N(C2=C(N(C1)C(C)C)N=C(N=C2)NC2=C(C=C(C(=O)O)C=C2)OC)C)=O)F 4-((7,7-difluoro-9-isopropyl-5-methyl-6-oxo-6,7,8,9-tetrahydro-5H-pyrimido[4,5-b][1,4]diazepin-2-yl)amino)-3-methoxybenzoic acid